NC=1C(=NC(=NC1C1=C2C=NNC2=CC=C1C)C=1C(=NC=C(C1)F)N[C@H]1[C@@H](COCC1)O)C(=O)N 5-amino-2-(5-fluoro-2-(((3S,4R)-3-hydroxytetrahydro-2H-pyran-4-yl)amino)pyridin-3-yl)-6-(5-methyl-1H-indazol-4-yl)pyrimidine-4-carboxamide